FC1=CC=C(C=C1)NC1=CC2=C(C=N1)C=C(N2)C2=CN=CN2C N-(4-fluorophenyl)-2-(1-methyl-1H-imidazol-5-yl)-1H-pyrrolo[3,2-c]pyridin-6-amine